2-mercapto-5-methoxy-1,3,4-thiadiazole SC=1SC(=NN1)OC